ClC=1C2=C(N=CN1)N(C=C2)[C@@H]2O[C@@H]([C@H]1OC(O[C@H]12)(C)C)[C@H]1OCCC2=C1SC(=C2)Cl 4-chloro-7-((3aR,4R,6S,6aR)-6-((7R)-2-chloro-4,7-dihydro-5H-thieno[2,3-c]pyran-7-yl)-2,2-dimethyltetrahydrofuro[3,4-d][1,3]dioxol-4-yl)-7H-pyrrolo[2,3-d]pyrimidine